4,4'-di(6-(acryloxy)-hexyloxy)azobenzene C(C=C)(=O)OCCCCCCOC1=CC=C(C=C1)N=NC1=CC=C(C=C1)OCCCCCCOC(C=C)=O